3-(6-fluoro-4-(1-(7-(2-methoxy-5-nitrophenoxy)heptyl)piperidin-4-yl)-1-oxoisoindolin-2-yl)piperidine-2,6-dione FC1=CC(=C2CN(C(C2=C1)=O)C1C(NC(CC1)=O)=O)C1CCN(CC1)CCCCCCCOC1=C(C=CC(=C1)[N+](=O)[O-])OC